tert-Butyl (5R)-3,3-difluoro-5-(6-methyl-1,1-dioxo-1λ6,2,6-thiadiazinan-2-yl)piperidine-1-carboxylate FC1(CN(C[C@@H](C1)N1S(N(CCC1)C)(=O)=O)C(=O)OC(C)(C)C)F